FC(C=1C=C2CCCC2=CC1)(F)F 5-(trifluoromethyl)-2,3-dihydro-1H-inden